5-fluoro-3,3-dimethyl-6-((7-((4-(methylsulfonyl)phenyl)amino)-2,6-naphthyridin-1-yl)ethynyl)indolin-2-one FC=1C=C2C(C(NC2=CC1C#CC1=NC=CC2=CN=C(C=C12)NC1=CC=C(C=C1)S(=O)(=O)C)=O)(C)C